(R)-2-(3-(4-amino-3-(4-phenoxyphenyl)-1H-pyrazolo[3,4-d]pyrimidin-1-yl)piperidin-1-yl)-2-oxoethyl methylsulfamate CNS(OCC(=O)N1C[C@@H](CCC1)N1N=C(C=2C1=NC=NC2N)C2=CC=C(C=C2)OC2=CC=CC=C2)(=O)=O